(2S)-1-((1-(2-(prop-1-en-2-yl)pyrimidin-5-yl)ethyl)amino)propan-2-ol C=C(C)C1=NC=C(C=N1)C(C)NC[C@H](C)O